BrC1=CC=C2C(N(C(=NC2=C1)CCN1C(C2=CC=C(C=C2C1=O)OCCN1CCOCC1)=O)CCC1=CC(=C(C=C1)OC)OC)=O 2-(2-{7-bromo-3-[2-(3,4-dimethoxyphenyl)ethyl]-4-oxo-3,4-dihydroquinazolin-2-yl}ethyl)-5-[2-(morpholin-4-yl)ethoxy]-2,3-dihydro-1H-isoindole-1,3-dione